N1=CC=CC2=CC=C3C=CC=NC3=C12.[Ru+2] Ruthenium (II) phenanthroline